4-{4-[(1,1-dioxo-1λ6-thian-4-yl)amino]-1-(2,2,2-trifluoroethyl)-1H-indol-2-yl}benzoic acid O=S1(CCC(CC1)NC1=C2C=C(N(C2=CC=C1)CC(F)(F)F)C1=CC=C(C(=O)O)C=C1)=O